tert-butyl N-[(Z)-{[4-(4-bromo-2-methylbenzamido)phenyl]amino}({[(tert-butoxy)carbonyl]imino})methyl]carbamate BrC1=CC(=C(C(=O)NC2=CC=C(C=C2)N/C(/NC(OC(C)(C)C)=O)=N/C(=O)OC(C)(C)C)C=C1)C